CN1C(=NC=2CN(CCC21)C2CCNCC2)C(=O)N 1-methyl-5-(piperidin-4-yl)-4,5,6,7-tetrahydro-1H-imidazo[4,5-c]pyridine-2-carboxamide